CC(C)CC(=O)ON1C(N(C2=NC(=NC=C12)N)[C@@H]1O[C@@H](C[C@H]1OC(C)=O)[C@H](CC)OC(C)=O)=O (R)-1-(9-((2R,3R,5S)-3-acetoxy-5-((S)-1-acetoxypropyl) tetrahydrofuran-2-yl)-2-amino-8-oxo-8,9-dihydro-7H-purin-7-yl) propan-2-ylacetate